(1s,4s)-N-(3-Cyano-4-ethylphenyl)-4-(4-methyl-1-oxoisoindolin-2-yl)cyclohexane-1-carboxamide C(#N)C=1C=C(C=CC1CC)NC(=O)C1CCC(CC1)N1C(C2=CC=CC(=C2C1)C)=O